3-(isoquinolin-4-yl)-2-oxo-1-(1-((2-(trimethylsilyl)ethoxy)methyl)-1H-imidazol-2-yl)imidazolidine-4-carbonitrile C1=NC=C(C2=CC=CC=C12)N1C(N(CC1C#N)C=1N(C=CN1)COCC[Si](C)(C)C)=O